CC1=CN=C(S1)N1C(CNCC1)=O 1-(5-methylthiazol-2-yl)piperazin-2-one